5,10,15,20-tetrakis-(3,4-dimethoxyphenyl)porphyrin COC=1C=C(C=CC1OC)C=1C2=CC=C(N2)C(=C2C=CC(C(=C3C=CC(=C(C=4C=CC1N4)C4=CC(=C(C=C4)OC)OC)N3)C3=CC(=C(C=C3)OC)OC)=N2)C2=CC(=C(C=C2)OC)OC